7-bromo-8-chloroimidazo[1,2-a]pyridine BrC1=C(C=2N(C=C1)C=CN2)Cl